2-{[(2-amino-3-{[(azetidine-1-carbonyl)amino]methyl}phenyl)carbamothioyl]amino}-2-[3-(trifluoromethyl)phenyl]propyl 2,2-dimethylpropanoate CC(C(=O)OCC(C)(C1=CC(=CC=C1)C(F)(F)F)NC(NC1=C(C(=CC=C1)CNC(=O)N1CCC1)N)=S)(C)C